ClC1=NC=CC(=C1)C1=NC=NC(=N1)C1=CC=CC=C1 4-(2-chloropyridin-4-yl)-6-phenyl-1,3,5-triazine